C(#N)C(CCC(=O)O)(C)SCSSCCCCCCCCCCCC 4-cyano-4-[[(dodecyl-thio)thiomethyl]thio]pentanoic acid